4-cyclopentyl-4-aza-pentacyclo[9.2.1.11,7.02,6.08,13]-10-pentadecene-3-one C1(CCCC1)N1C(C2C34C5CC(=CCC5C(C2C1)C4)C3)=O